C1COC(=S)N1 oxazolidinethione